OC1=CC(=C(C=C1)N=C(N)C1=C(C=2N(N=C1)C=C(C2)C=2C=NC(=CC2C)OC)N[C@@H]2COCC2)C(C)C N'-[4-hydroxy-2-(1-methylethyl)phenyl]-6-(6-methoxy-4-methyl-3-pyridyl)-4-[[(3S)-tetrahydrofuran-3-yl]amino]pyrrolo[1,2-b]pyridazine-3-carboxamidine